COC1=CC=C(CN(S(=O)(=O)C2=NNC=C2C(=O)N(C)C)CC2=CC=C(C=C2)OC)C=C1 3-(N,N-bis(4-methoxybenzyl)sulfamoyl)-N,N-dimethyl-1H-pyrazole-4-carboxamide